((tert-butyldimethylsilyloxy)methyl)-8-fluoro-3-methyl-5-(prop-1-yn-1-yl)-1,2-dihydroquinoxalin-2-one [Si](C)(C)(C(C)(C)C)OCN1C(C(=NC2=C(C=CC(=C12)F)C#CC)C)=O